[Br].NCCCN1CN(C=C1)C 1-(3-aminopropyl)-3-methylimidazole bromine